5-(oxetan-3-yl)-N-(2,2,2-trifluoro-1-(4-fluorophenyl)ethyl)pyridine-3-sulfonamide O1CC(C1)C=1C=C(C=NC1)S(=O)(=O)NC(C(F)(F)F)C1=CC=C(C=C1)F